C(C)(C)(C)N(CC)[Hf](N(CC)C)(N(CC)C)N(C)CC [(tert-butyl)(ethyl)amino]tris((ethyl)(methyl)amino)hafnium